(S)-2-((tert-butoxycarbonyl)amino)-4-((2-(oxetan-3-yl)ethyl)(4-(5,6,7,8-tetrahydro-1,8-naphthyridin-2-yl)butyl)amino)butanoic acid C(C)(C)(C)OC(=O)N[C@H](C(=O)O)CCN(CCCCC1=NC=2NCCCC2C=C1)CCC1COC1